OCCN1CCC(CC1)C1=CC2=C(N(C(N2C)=O)C2C(NC(CC2)=O)=O)C=C1 3-[5-[1-(2-hydroxyethyl)-4-piperidyl]-3-methyl-2-oxo-benzimidazol-1-yl]piperidine-2,6-dione